5-amino-6-(((1-(cyanomethyl)cyclopropyl)methyl)amino)picolinic acid methyl ester COC(C1=NC(=C(C=C1)N)NCC1(CC1)CC#N)=O